2-bromo-1-(m-methylphenyl)ethane BrCCC1=CC(=CC=C1)C